ClC=1C=NC(=C(C(=O)NC2CCC(CC2)CN2C(N(C3=C2C=CC=C3)C=3C=NC(=CC3)NC)=O)C1)C(F)F 5-chloro-2-(difluoromethyl)-N-((1r,4r)-4-((3-(6-(methyl-amino)pyridin-3-yl)-2-oxo-2,3-dihydro-1H-benzo[d]imidazol-1-yl)methyl)cyclohexyl)nicotinamide